N-[3-[5-chloro-2-(difluoromethoxy)phenyl]-1-[[2-(2-hydroxyethyl)tetrazol-5-yl]methyl]pyrazol-4-yl]pyrazolo[1,5-a]pyrimidine-3-carboxamide ClC=1C=CC(=C(C1)C1=NN(C=C1NC(=O)C=1C=NN2C1N=CC=C2)CC=2N=NN(N2)CCO)OC(F)F